C(CCC)[C@H]1[C@@](O[C@@H]([C@H]1O)CO)(N1C(=O)NC(=O)C=C1)C(=O)N Butyl-aminocarbonyl-2'-deoxyuridine